CN(CCC1CCN(CC1)C(=O)[C@H](CC(C)C)N1C([C@@H](NCC1)CC(C)C)=O)C (S)-1-[(S)-1-({4-[2-(Dimethylamino)eth-yl]-1-piperidyl}carbonyl)-3-methylbutyl]-3-isobutyl-2-piperazinone